Cl.N1CCC(CC1)C1OC2=C(O1)C=C(C=C2C2=CC1=C(OCO1)C=C2)C(=O)N 2-(piperidin-4-yl)-[4,5'-bibenzo[d][1,3]dioxole]-6-carboxamide hydrochloride